5-[methyl(2-methylpropyl)amino]pentanamide CN(CCCCC(=O)N)CC(C)C